methyl 2-[(3S)-1-(2-ethyl-6-{5-[(methanesulfonyloxy)methyl]-1-methyl-1H-1,2,3-triazol-4-yl}pyridin-3-yl)pyrrolidin-3-yl]-2-methylpropanoate C(C)C1=NC(=CC=C1N1C[C@@H](CC1)C(C(=O)OC)(C)C)C=1N=NN(C1COS(=O)(=O)C)C